FC(C(=O)[O-])(F)F.[Cs+].ClC1=NC(=CC(=N1)C(=O)NC1CCC(CC1)OC)C(C)(C)O 2-chloro-6-(2-hydroxypropan-2-yl)-N-((1r,4r)-4-methoxycyclohexyl)pyrimidine-4-carboxamide Cesium trifluoroacetate